N-(2,2'-Dichloro-3'-(6-methoxy-5-((3-(methylcarbamoyl)azetidin-1-yl)methyl)pyridin-2-yl)-[1,1'-biphenyl]-3-yl)-1,5-dimethyl-4,5,6,7-tetrahydro-1H-imidazo[4,5-c]pyridine-2-carboxamide ClC1=C(C=CC=C1NC(=O)C=1N(C2=C(CN(CC2)C)N1)C)C1=C(C(=CC=C1)C1=NC(=C(C=C1)CN1CC(C1)C(NC)=O)OC)Cl